((4-(dimethylcarbamoyl)phenyl)amino)-3-((7-methoxy-2-methyl-1,2,3,4-tetrahydroisoquinolin-6-yl)amino)-1,2,4-triazine-6-carboxamide CN(C(=O)C1=CC=C(C=C1)NC=1N=C(N=NC1C(=O)N)NC=1C=C2CCN(CC2=CC1OC)C)C